2,2-Bis(3-amino-4-hydroxy-phenyl)hexafluoropropane NC=1C=C(C=CC1O)C(C(F)(F)F)(C(F)(F)F)C1=CC(=C(C=C1)O)N